1-(3-butylcyclopent-2,4-dien-1-yl)-1,1,2,2-tetramethyl-2-(1,5,6,7-tetrahydro-s-indacen-1-yl)disilane C(CCC)C1=CC(C=C1)[Si]([Si](C1C=CC2=CC=3CCCC3C=C12)(C)C)(C)C